2,6-dichloro-3,5-dimethoxyphenylisocyanate ClC1=C(C(=C(C=C1OC)OC)Cl)N=C=O